2-amino-4,5-difluorobenzonitrile NC1=C(C#N)C=C(C(=C1)F)F